NC=1C=2N(C(=CN1)C)C(=NC2C2(CC(=NC=C2)NC([C@@H](O)C2=CC(=CC=C2)F)=O)C)C([2H])([2H])[2H] (S)-N-[4-[8-amino-5-methyl-3-(trideuteriomethyl)imidazo[1,5-a]pyrazin-1-yl]-4-methyl-2-pyridyl]-2-(3-fluorophenyl)-2-hydroxy-acetamide